3-(2-dibenzothienyl)biphenyl C1=C(C=CC=2SC3=C(C21)C=CC=C3)C=3C=C(C=CC3)C3=CC=CC=C3